(pyrrolidin-2-yl)methyl 2',4'-difluoro-4-hydroxyl-[1,1'-biphenyl]-3-carboxylate hydrochloride Cl.FC1=C(C=CC(=C1)F)C1=CC(=C(C=C1)O)C(=O)OCC1NCCC1